3-(11-(heptylamino)-11-oxoundecanamido)propanoic acid C(CCCCCC)NC(CCCCCCCCCC(=O)NCCC(=O)O)=O